6-Methyl-3-(3-(2-((1-methylcyclopentyl)methyl)oxazol-5-yl)-6,7-dihydro-5H-cyclopenta[b]pyridin-2-yl)-6,7-dihydro-5H-pyrrolo[3,4-b]pyridin-5-on CN1CC2=NC=C(C=C2C1=O)C1=C(C=C2C(=N1)CCC2)C2=CN=C(O2)CC2(CCCC2)C